2-(acryloyl-oxymethyl)-4-trifluoromethyloxetane C(C=C)(=O)OCC1OC(C1)C(F)(F)F